FC1=CC(=CC=2CCC(=CC12)B1OC(C(O1)(C)C)(C)C)C#N 4-fluoro-6-(4,4,5,5-tetramethyl-1,3,2-dioxaborolan-2-yl)-7,8-dihydronaphthalene-2-carbonitrile